ethylenediamine tetraacetate monosodium iron hydrate O.[Fe].[Na].C(C)(=O)ON(CCN(OC(C)=O)OC(C)=O)OC(C)=O